CC=1C2=CC3=CC=4C(OC(C4C=C3C=C2C(=C2C(OC(C21)=O)=O)C)=O)=O 6,10-dimethyl-anthra[2,3-c:6,7-c']difuran-1,3,7,9-tetraone